NC=1NC(C2=C(N1)NC=C2CCC2=CC=C(C(=O)N[C@H](C(=O)O)CCC(=O)O)C=C2)=O (2S)-2-[[4-[2-(2-amino-4-oxo-3,7-dihydropyrrolo[2,3-d]pyrimidin-5-yl)ethyl]benzoyl]amino]pentanedioic acid